(R)-1-[(R)-7-(4-fluorobenzoyl)-8-methyl-3-(3-methyl-1,2,4-thiadiazol-5-yl)-5,6,7,8-tetrahydroimidazo[1,5-a]pyrazin-1-yl]-4-methoxypiperidin-2-one FC1=CC=C(C(=O)N2[C@@H](C=3N(CC2)C(=NC3N3C(C[C@@H](CC3)OC)=O)C3=NC(=NS3)C)C)C=C1